tris(isopropenoxy)vinylsilane methyl-2-((((benzyloxy)carbonyl)amino)(4,4-difluorocyclohexyl)-methyl)benzo[d]oxazole-5-carboxylate COC(=O)C=1C=CC2=C(N=C(O2)C(C2CCC(CC2)(F)F)NC(=O)OCC2=CC=CC=C2)C1.C(=C)(C)OC(=C(OC(=C)C)OC(=C)C)[SiH3]